C1(=CC=CC=C1)C1=C2C(=NC=C1)NC=C2 4-Phenyl-1H-pyrrolo[2,3-b]pyridine